C1=CC(=C2CN3C=CC=C3C=C12)CCCCCCCCCCCCCCNC(=O)O α,4a-diaza-s-indacen-3-palmitic acid